[4-[5-(trifluoromethyl)-1,2,4-oxadiazol-3-yl]phenyl]methyl-2,3-dihydro-1λ6,5-benzothiazepin-4-one FC(C1=NC(=NO1)C1=CC=C(C=C1)C[SH2]=1CCC(N=C2C1C=CC=C2)=O)(F)F